COC1=CC=C2CCC=C(C2=C1)CC#N 7-methoxy-3,4-dihydronaphthaleneacetonitrile